SC(C(=O)O)CCCC sulfhydryl-caproic acid